N,N-Dimethylethenesulfonamide CN(S(=O)(=O)C=C)C